CN1N=CC(=C1)C=1C=C2C=C(N=CC2=CC1)NC(=O)[C@@H]1OCCC1 (R)-N-(6-(1-methyl-1H-pyrazol-4-yl)isoquinolin-3-yl)tetrahydrofuran-2-carboxamide